bis[2,6-bis(2-methoxyphenyl)phenyl-diphenylphosphine] palladium(II) [Pd+2].COC1=C(C=CC=C1)C1=C(C(=CC=C1)C1=C(C=CC=C1)OC)P(C1=CC=CC=C1)C1=CC=CC=C1.COC1=C(C=CC=C1)C1=C(C(=CC=C1)C1=C(C=CC=C1)OC)P(C1=CC=CC=C1)C1=CC=CC=C1